FC(C1NCCOC1)(F)F 3-(trifluoromethyl)morpholin